COC1=C(C=CC(=C1)NC(=O)C1(CCCC1)C1=CC=CC=C1)NC(C1=CC=C(C=C1)Cl)=O N-(2-methoxy-4-(1-phenylcyclopentane-1-carboxamido)phenyl)-4-chlorobenzamide